FC1=C(C=CC=C1)C1=NC=CC(=C1)NC1=NC=NC2=CC(=C(C=C12)[N+](=O)[O-])OCCCN1CCNCC1 N-(2-(2-fluorophenyl)pyridin-4-yl)-6-nitro-7-(3-(piperazin-1-yl)propoxy)quinazolin-4-amine